methyl (S)-2-(1-((5-((4-(3-((2-(1-hydroxyethyl)-1H-imidazol-1-yl)methyl)isoxazol-5-yl)phenyl)ethynyl)pyridin-2-yl)methyl)azetidin-3-yl)acetate O[C@@H](C)C=1N(C=CN1)CC1=NOC(=C1)C1=CC=C(C=C1)C#CC=1C=CC(=NC1)CN1CC(C1)CC(=O)OC